C(C1=CC=CC=C1)N(C1=NC(=NC=2[C@@H](CCCC12)O)N1C(=CC=2C(=CC=CC12)C#N)C)CC1=C(C=C(C=C1)OC)OC 1-[(8R)-4-[benzyl-[(2,4-dimethoxyphenyl)methyl]amino]-8-hydroxy-5,6,7,8-tetrahydroquinazolin-2-yl]-2-methyl-indole-4-carbonitrile